ClC1=NC=C(C(=N1)C1=C(C=2N=NC=C(C2S1)C(C)C)C)Cl 6-(2,5-dichloropyrimidin-4-yl)-4-isopropyl-7-methylthieno[3,2-c]pyridazine